C(C=C)N1N(C2=NC(=NC=C2C1=O)NC=1C=C(C=C(C1)C)F)C1=NC(=CC=C1)NC1CCN(CC1)C allyl-6-(3-fluoro-5-toluidino)-1-[6-(1-methyl-4-piperidylamino)-2-pyridyl]-1,2-dihydro-3H-1,2,5,7-tetraazainden-3-one